N-[2-[[(phenylamino)carbonyl]amino]phenyl]benzenesulfonamide C1(=CC=CC=C1)NC(=O)NC1=C(C=CC=C1)NS(=O)(=O)C1=CC=CC=C1